CC(=CCC/C(=C/CC1=C(C=C(C(=C1O)O)CC=C(C)C)C2=C(C(=O)C3=C(C=C(C=C3O2)O)O)O)/C)C The molecule is a pentahydroxyflavone that is flavone substituted by hydroxy groups at positions 3, 5, 7, 3' and 4', a geranyl group at position 2' and a prenyl group at position 5'. Isolated from the leaves of Macaranga sampsonii, it exhibits cytotoxicity against several human cancer cell lines. It has a role as a metabolite and an antineoplastic agent. It is a member of flavonols and a pentahydroxyflavone.